1-(2-(3-(2-chlorophenyl)propionyl)-2-azaspiro[3.3]hept-6-yl)-3-(4-methoxybenzyl)urea ClC1=C(C=CC=C1)CCC(=O)N1CC2(C1)CC(C2)NC(=O)NCC2=CC=C(C=C2)OC